ClC1=NC=C(C(=C1)C1=C(C=NC(=C1)C)C(=O)NC=1SC2=C(N1)CN(C2)C(C2=CN=C(C=C2)Cl)=O)OC 2'-chloro-N-(5-(6-chloronicotinoyl)-5,6-dihydro-4H-pyrrolo[3,4-d]thiazol-2-yl)-5'-methoxy-6-methyl-[4,4'-bipyridine]-3-carboxamide